1-(3,5-dimethoxybenzyl)-3-hydroxypyrrolidine COC=1C=C(CN2CC(CC2)O)C=C(C1)OC